ClC1=C(C(=NC(=N1)CC1=CC(=CC=C1)Cl)N)OC1=C(C=CC=C1)OC 6-Chloro-2-(3-chlorobenzyl)-5-(2-methoxyphenoxy)pyrimidin-4-amine